C(#N)C=1C=C(C=CC1N1CCC(CC1)C=O)C=1C=C2C(=NC1)NC=C2C(=O)C=2C(=C(C=CC2F)NS(=O)(=O)N2C[C@@H](CC2)F)F (3R)-N-(3-[5-[3-cyano-4-(4-formylpiperidin-1-yl)phenyl]-1H-pyrrolo[2,3-b]pyridine-3-carbonyl]-2,4-difluorophenyl)-3-fluoropyrrolidine-1-sulfonamide